5-bromo-6-chloropyridin-3-sulfonyl chloride BrC=1C=C(C=NC1Cl)S(=O)(=O)Cl